4-(4-fluoro-2,6-dimethylphenyl)-7-methoxyisoquinolin-1(2H)-one FC1=CC(=C(C(=C1)C)C1=CNC(C2=CC(=CC=C12)OC)=O)C